S1CN(C2=C1C=CC=C2)N 3-benzothiazolamine